C(C)OC(=O)C=1C=CC2=C(N=C(O2)NC2=C(C=CC=C2)Br)C1.OCCCCCC=O 6-hydroxy-hexanal ethyl-2-((2-bromophenyl)amino)benzo[d]Oxazole-5-carboxylate